[Br-].OCCC(C=C(CCO)CCO)[NH3+] tri(hydroxyethyl)allyl-ammonium bromide